tert-butyl (1R,5S)-3-(7-(3-(benzyloxy)naphthalen-1-yl)-6-(2-cyanophenoxy)-2-((tetrahydro-1H-pyrrolizin-7a(5H)-yl)methoxy)quinazolin-4-yl)-3,8-diazabicyclo[3.2.1]octane-8-carboxylate C(C1=CC=CC=C1)OC=1C=C(C2=CC=CC=C2C1)C1=C(C=C2C(=NC(=NC2=C1)OCC12CCCN2CCC1)N1C[C@H]2CC[C@@H](C1)N2C(=O)OC(C)(C)C)OC2=C(C=CC=C2)C#N